FC1=C(C(=C(C=C1OC)OC)F)C1=CC2=C(N=C(N=C2)N[C@@H]2COCC[C@@H]2NC(C=C)=O)C(=N1)C=1C=NN(C1)CCO N-((3S,4S)-3-((6-(2,6-difluoro-3,5-dimethoxyphenyl)-8-(1-(2-hydroxyeth-yl)-1H-pyrazol-4-yl)pyrido[3,4-d]pyrimidin-2-yl)amino)tetrahydro-2H-pyran-4-yl)acrylamide